tert-butyl 2-[[tert-butoxycarbonyl(cyclobutylmethyl)amino]methyl]-6-[[4-(5-chloro-2-cyano-3-pyridyl)triazol-1-yl]methyl]indole-1-carboxylate C(C)(C)(C)OC(=O)N(CC1CCC1)CC=1N(C2=CC(=CC=C2C1)CN1N=NC(=C1)C=1C(=NC=C(C1)Cl)C#N)C(=O)OC(C)(C)C